C(C)OC(=O)C=1OC2=C(C1)C=CC(=C2)S(=O)(=O)NC=2C(=NC=CC2)OC2CCOCC2 6-(N-(2-(tetrahydropyran-4-oxy)pyridin-3-yl)aminosulfonyl)benzofuran-2-carboxylic acid ethyl ester